2,2'-azobis(dimethylisobutyrate) N(=NC(C(=O)[O-])(C(C)C)C)C(C(=O)[O-])(C(C)C)C